[N+](=O)([O-])C=1C=C2C=NNC(C2=CC1)=O 6-Nitrophthalazin-1(2H)-one